N1=C2C(=NC=C1)N(C=C2)CC2=CC=C(C=C2)B(O)O 4-(pyrrolo[2,3-b]pyrazin-5-ylmethyl)phenylboronic acid